(5-chloro-1-methyl-1H-pyrrolo[3,2-b]pyridin-7-yl)methanol tert-butyl-(2R,3R)-3-((2,7-dichloro-8-fluoropyrido[4,3-d]pyrimidin-4-yl)(methyl)amino)-2-vinylpyrrolidine-1-carboxylate C(C)(C)(C)[C@]1(N(CC[C@H]1N(C)C=1C2=C(N=C(N1)Cl)C(=C(N=C2)Cl)F)C(=O)OCC2=C1C(=NC(=C2)Cl)C=CN1C)C=C